8-chloro-6-nitro-4-oxo-1,4-dihydroquinoline-3-carbonitrile ClC=1C=C(C=C2C(C(=CNC12)C#N)=O)[N+](=O)[O-]